Tert-butyl(1-(5-bromo-6-(4-cyano-3-fluorophenyl)-4-methyl-3-nitropyridin-2-yl)piperidin-4-yl)carbamate C(C)(C)(C)OC(NC1CCN(CC1)C1=NC(=C(C(=C1[N+](=O)[O-])C)Br)C1=CC(=C(C=C1)C#N)F)=O